methylcyclopentyl-(methyl)carbamic acid CC1(CCCC1)N(C(O)=O)C